CN(C)\C=N/C1=CC(N(C=C1)C=1CCN(CC1)C(=O)[O-])=O (Z)-4-(((dimethylamino)methylene)amino)-2-oxo-3',6'-dihydro-2H-[1,4'-bipyridine]-1'(2'H)-carboxylate